C(C)(C)(C)OC(N[C@H](C)C1=NC2=C(N1)C(=C1C(=C2)CC(C1)C=O)F)=O.N1(CCOCC1)[C@@H]1CC[C@H](CC1)C(=O)NN trans-4-(morpholin-4-yl)cyclohexanecarboxhydrazide tert-Butyl-N-[(1R)-1-(8-fluoro-6-formyl-1,5,6,7-tetrahydrocyclopenta[f]benzimidazol-2-yl)ethyl]carbamate